BrC1=C(C=C(C(=C1)C)Cl)OCC=C 1-bromo-4-chloro-5-methyl-2-(prop-2-en-1-yloxy)benzene